4-(3-((2-((2-chloro-4-(3,4-dimethylpiperazin-1-yl)phenyl)amino)-5-(trifluoromethyl)pyridin-4-yl)amino)propyl)-1,4-oxazepan-5-one ClC1=C(C=CC(=C1)N1CC(N(CC1)C)C)NC1=NC=C(C(=C1)NCCCN1CCOCCC1=O)C(F)(F)F